N-(1-methyl-3-(pyridin-2-yl)-1H-pyrazol-4-yl)-5'-(4-methylpiperazin-1-yl)-[2,3'-bipyridine]-6-carboxamide CN1N=C(C(=C1)NC(=O)C1=CC=CC(=N1)C=1C=NC=C(C1)N1CCN(CC1)C)C1=NC=CC=C1